FC=1C=2N(C=CC1)N=C(C2)[C@@H]2N(CCC1=C2N=CN1)C(=O)C=1C=NN2C1C=CC(=C2)C2=NN(C=C2)C (R)-(4-(4-fluoropyrazolo[1,5-a]pyridin-2-yl)-6,7-dihydro-1H-imidazo[4,5-c]pyridin-5(4H)-yl)(6-(1-methyl-1H-pyrazol-3-yl)pyrazolo[1,5-a]pyridin-3-yl)methanone